FC(C=1N=C(NC1)C1=CC=C(C=C1)CC=1N=CC=2C(N1)=NC(CC2)=O)(F)F {4-[4-(trifluoromethyl)-1H-imidazol-2-yl]phenyl-methyl}pyrido[2,3-d]pyrimidin-7-one